trans-2,2-dimethyl-3-((3-methylpyridin-2-yl)oxy)-N-(4-methylpyrrolidin-3-yl)propanamide TFA salt OC(=O)C(F)(F)F.CC(C(=O)N[C@@H]1CNC[C@H]1C)(COC1=NC=CC=C1C)C